FC(CO)(C(C(F)(F)F)(F)F)F 2,2,3,3,4,4,4-heptafluorobutanol